C(CCC)OCCOCCOC1=CC=C(C=N1)C=O 6-[2-(2-butoxyethoxy)ethoxy]pyridine-3-carbaldehyde